DIFLUORoETHYLEN FC=CF